3-(6-(aminomethyl)-4-bromo-1-oxoisoindolin-2-yl)piperidine-2,6-dione NCC1=CC(=C2CN(C(C2=C1)=O)C1C(NC(CC1)=O)=O)Br